FC=1C(=NC=CC1F)N1CCN(CC1)CC=1C=C2C(N(C(C2=CC1)=O)N1C(NC(CC1)=O)=O)=O 5-((4-(3,4-difluoropyridin-2-yl)piperazin-1-yl)methyl)-2-(2,4-dioxotetrahydropyrimidine-1(2H)-yl)isoindoline-1,3-dione